BrC=1C(C(C=2C(=CC3=C(C(C2)=O)C=C(C(=C3OC)OC)C(C)C)C1)(C)C)=O 3-bromo-8-isopropyl-6,7-dimethoxy-1,1-dimethyl-1H-dibenzo[a,d][7]annulene-2,10-dione